5-methoxycarbonylethyl-bicyclo[2.2.1]Hept-2-ene COC(=O)CCC1C2C=CC(C1)C2